(S)-(5-isopropyl-4-methylpyridin-2-yl)(phenyl)methylammonium chloride [Cl-].C(C)(C)C=1C(=CC(=NC1)[NH2+]CC1=CC=CC=C1)C